1H-1,2,4-triazole-3-carboxylic Acid N1N=C(N=C1)C(=O)O